C(C)S(=O)(=O)C1=CC=C(C=C1)[C@H](CO)NC(C1=CC(=C(C=C1)N1S(C2=C(OC1)C=CC(=C2)C)(=O)=O)F)=O (R)-N-(1-(4-(ethylsulfonyl)phenyl)-2-hydroxyethyl)-3-fluoro-4-(7-methyl-1,1-dioxo-3,4-dihydro-2H-benzo[b][1,4,5]oxathiazin-2-yl)benzamide